CN1CCN(CC1)C1=NC=CC(=C1)NC=1N=CC2=C(N1)NC=C2C2=CC=1N(C=C2)N=CC1 N-(2-(4-methylpiperazin-1-yl)pyridin-4-yl)-5-(pyrazolo[1,5-a]pyridin-5-yl)-7H-pyrrolo[2,3-d]pyrimidin-2-amine